(β-aminoethyl)aminopropyl-trimethoxysilane NCCNCCC[Si](OC)(OC)OC